{6-Oxo-1-propyl-8-[1-(3-trifluoromethyl-benzyl)-1H-pyrazol-4-yl]-6,7-dihydro-1H-purin-2-yloxy}-acetic acid O=C1C=2NC(=NC2N=C(N1CCC)OCC(=O)O)C=1C=NN(C1)CC1=CC(=CC=C1)C(F)(F)F